C1(CC1)N1N=CC=C(C1=O)NC(=O)C=1C(=C(C=2N(C1)C=C(N2)C21COC(C2)(C1)C)F)OC(C)C N-(2-cyclopropyl-3-oxo-2,3-dihydropyridazin-4-yl)-8-fluoro-7-isopropoxy-2-(1-methyl-2-oxabicyclo[2.1.1]hexan-4-yl)imidazo[1,2-a]pyridine-6-carboxamide